(S)-5-[4-Amino-2-(N-(2-amino-1-methyl-2-oxoethyl)-3,4-difluoro-anilino)thiazol-5-carbonyl]-N-(3,3-difluorocyclobutyl)isoxazol-3-carboxamid NC=1N=C(SC1C(=O)C1=CC(=NO1)C(=O)NC1CC(C1)(F)F)N(C1=CC(=C(C=C1)F)F)[C@H](C(=O)N)C